N-(2-(4-(6-(4-fluoro-3-hydroxyphenyl)imidazo[2,1-b]thiazol-5-yl)pyrimidin-2-yl-amino)ethyl)benzenesulfonamide FC1=C(C=C(C=C1)C=1N=C2SC=CN2C1C1=NC(=NC=C1)NCCNS(=O)(=O)C1=CC=CC=C1)O